FC=1C=C(C=CC1B1OC(C(O1)(C)C)(C)C)C1(C(NC2=C(C=CC=C12)C(F)(F)F)=O)C1=CC=C(C=C1)OC(F)(F)F 3-(3-fluoro-4-(4,4,5,5-tetra-methyl-1,3,2-dioxaborolan-2-yl)phenyl)-3-(4-(trifluoromethoxy)phenyl)-7-(trifluoromethyl)indolin-2-one